BrC=1C(=NC=C(C1)F)O[C@@H]1CN(CCC1)C(=O)OC(C)(C)C tert-butyl (S)-3-((3-bromo-5-fluoropyridin-2-yl)oxy)piperidine-1-carboxylate